NCCCNC1CCCCC1 3-aminopropyl-(cyclohexylamine)